N1C(=NC=2C=NC=CC21)C2=NNC1=CN=CC=C12 3-(1H-imidazo[4,5-c]pyridine-2-yl)-1H-pyrazolo[3,4-c]pyridine